C1(CCC1)C1=NC(=NC=C1)OCC1=C(N=NN1C)C1=CC=C(C(=N1)C)C1OCCC(C1)CC(=O)O 2-(2-(6-(5-(((4-cyclobutylpyrimidin-2-yl)oxy)methyl)-1-methyl-1H-1,2,3-triazol-4-yl)-2-methylpyridin-3-yl)tetrahydro-2H-pyran-4-yl)acetic acid